NCC(CN1N=CN(C1=O)CC1=CC=C(S1)C=1C=C(C(=O)N(C)C)C=CC1)=C(F)F 3-[5-[[1-[2-(aminomethyl)-3,3-difluoro-allyl]-5-oxo-1,2,4-triazol-4-yl]methyl]-2-thienyl]-N,N-dimethyl-benzamide